CC1=C(C=C(C=C1)OC)OC 4-methyl-1,3-dimethoxybenzene